N=1NC(C=CC1)=O 3-pyridazinone